ClC1=NC=C(C2=C1C=CO2)C(=O)OC methyl 4-chlorofuro[3,2-c]pyridine-7-carboxylate